zirconium tetra-(ethylmethylamine) C(C)NC.C(C)NC.C(C)NC.C(C)NC.[Zr]